O1COC2=C1C=CC(=C2)C=2OC1=CC(=CC(=C1C(C2O)=O)O)OCC=2C=C(C#N)C=CC2 3-(2-Benzo[1,3]dioxol-5-yl-3,5-dihydroxy-4-oxo-4H-chromen-7-yloxymethyl)-benzonitrile